C(CCCC)(=O)NC=1C=C(C(=O)O)C=CC1 m-pentanoylaminobenzoic acid